9,12,15-trioxa-6-aza-2-silaoctadecan-6-ium-18-oate C[SiH2]CCC[NH2+]CCOCCOCCOCCC(=O)[O-]